tert-butyl (3-aminophenyl)(5-chloro-3-isopropylpyrazolo[1,5-a]pyrimidin-7-yl)carbamate NC=1C=C(C=CC1)N(C(OC(C)(C)C)=O)C1=CC(=NC=2N1N=CC2C(C)C)Cl